2-fluoro-N-(3-carbamoyl-4-fluorophenyl)-6-(7-fluorochroman-4-yl)-3-(trifluoromethyl)benzamide FC1=C(C(=O)NC2=CC(=C(C=C2)F)C(N)=O)C(=CC=C1C(F)(F)F)C1CCOC2=CC(=CC=C12)F